ClC1=CC=CC(=N1)C=1C=C(C=2OCCN(C2N1)C(=O)OC(C)(C)C)NC1=CC=NC=C1 tert-butyl 6-(6-chloropyridin-2-yl)-8-[(pyridin-4-yl)amino]-2H,3H,4H-pyrido[3,2-b][1,4]oxazine-4-carboxylate